F[C@@]1(C[C@H](N(C1)C(CNC(CCCOC1=CC=CC=C1)=O)=O)C(=O)OCC1=CC=CC=C1)CF benzyl (2S,4R)-4-fluoro-4-(fluoromethyl)-1-((4-phenoxybutanoyl)glycyl)pyrrolidine-2-carboxylate